Cl.C1(=C2N(C=N1)CCC2)C(C(=O)NC2=NC=CC=C2)N2C(C1=CC(=CC(=C1C2)F)C2=CC=C(C=C2)N2CCNCC2)=O 2-(6,7-dihydro-5H-pyrrolo[1,2-c]imidazol-1-yl)-2-[4-fluoro-1-oxo-6-(4-piperazin-1-ylphenyl)isoindol-2-yl]-N-(2-pyridinyl)acetamide hydrochloride